C[C@@H]1CN(C[C@@H](N1)C)C1=CC=C(C=2N=CC=NC12)C(=N)NC=1C=C(C=2N(C1)C=C(N2)C)F 8-[(3R,5S)-3,5-dimethylpiperazin-1-yl]-N-(8-fluoro-2-methyl-imidazo[1,2-a]pyridin-6-yl)quinoxaline-5-carboxamidine